COC(C(CBr)=O)=O 3-bromo-2-oxopropanoic acid methyl ester